(S)-(1-(4-(thiazol-2-ylamino)pyrrolo[2,1-f][1,2,4]triazin-2-yl)pyrrolidin-2-yl)methanol trifluoromethanesulfonate zinc [Zn].FC(S(=O)(=O)OC[C@H]1N(CCC1)C1=NN2C(C(=N1)NC=1SC=CN1)=CC=C2)(F)F